FC=1C(=CC(=NC1)OC)C1=CC(=NN1)C(=O)N1C2(CC2)CC(CC1)C(=O)N[C@H]1CN(CC1)CC(F)(F)F 4-(5-(5-fluoro-2-methoxypyridin-4-yl)-1H-pyrazole-3-carbonyl)-N-((R)-1-(2,2,2-trifluoroethyl)pyrrolidin-3-yl)-4-azaspiro[2.5]octane-7-carboxamide